C(C)OC(C=1NC2=CC(=C(C=C2C1)F)C#N)OCC 2-(Diethoxymethyl)-5-fluoro-1H-indole-6-carbonitrile